C1=CC=CC=2CNCC3=C(C21)C=CC=C3 6,7-Dihydro-5H-dibenz[c,e]azepine